(R)-2,3-dimethyl-6-(5-(1-methyl-1H-pyrazol-4-yl)-4-oxa-7-azaspiro[2.5]oct-7-yl)-8-(2,4,5-trifluorophenyl)pyrido[3,4-d]pyrimidin-4(3H)-one CC=1N(C(C2=C(N1)C(=NC(=C2)N2C[C@H](OC1(CC1)C2)C=2C=NN(C2)C)C2=C(C=C(C(=C2)F)F)F)=O)C